C(CC(C)C)NC(=O)N1C=NC2=C1C=CC=C2N2CCOCCC2 N-iso-Pentyl-4-(1,4-oxazepan-4-yl)-1H-benzo[d]imidazole-1-carboxamide